nickel (II) methallyl chloride C(C(C)=C)Cl.[Ni+2]